OC1=CC=CC2=CC=CC(=C12)O 1,8-Dihydroxynaphthalin